N5-(cyclopropylmethyl)-N5-phenyl-[1,2,4]triazolo[4,3-a]quinazolin-5,8-diamine C1(CC1)CN(C1=NC=2N(C3=CC(=CC=C13)N)C=NN2)C2=CC=CC=C2